2-(4-(trifluoromethyl)phenyl)-5,12b-dihydro-1H,7H-chromeno[4,3-c][1,2,4]triazolo[1,2-a]pyridazine-1,3(2H)-dione FC(C1=CC=C(C=C1)N1C(N2N(CC=C3C2C=2C=CC=CC2OC3)C1=O)=O)(F)F